4-chloro-N3-[4-(difluoromethoxy)-3-fluorophenyl]-6-fluoro-N1-[(2-methoxyphenyl)methyl]benzene-1,3-dicarboxamide ClC1=C(C=C(C(=C1)F)C(=O)NCC1=C(C=CC=C1)OC)C(=O)NC1=CC(=C(C=C1)OC(F)F)F